N=1N=CN(C1)C1=CC(=C2C=NNC2=C1)NCCCN(C(CCNCC1=CC(=C(C=C1)OC(F)(F)F)Cl)=O)C N-(3-((6-(4H-1,2,4-triazol-4-yl)-1H-indazol-4-yl)amino)propyl)-3-((3-chloro-4-(trifluoromethoxy)benzyl)amino)-N-methylpropanamide